COC(C(CCOC1=C(C=CC(=C1)Cl)CC(=O)OC)(C)C)=O 4-(5-chloro-2-(2-methoxy-2-oxoethyl)phenoxy)-2,2-dimethyl-butyric acid methyl ester